1-[2-[2-(2-methoxyethoxy)ethoxy]ethyl]-3,5-dimethyl-pyrazol-4-amine COCCOCCOCCN1N=C(C(=C1C)N)C